FC(C(=O)O)(F)F.CC=1N=NN(N1)[C@H](C1CCNCC1)C1=CC=CC=C1 (R)-4-((5-methyl-2H-tetrazol-2-yl)(phenyl)methyl)piperidine trifluoroacetate salt